N-(5-(4-(4-chloro-5-fluoro-2-(2-hydroxypropan-2-yl)phenylamino)-1,3,5-triazin-2-ylamino)-2-((2-(dimethylamino)ethyl)(methyl)amino)-4-methoxyphenyl)acrylamide ClC1=CC(=C(C=C1F)NC1=NC(=NC=N1)NC=1C(=CC(=C(C1)NC(C=C)=O)N(C)CCN(C)C)OC)C(C)(C)O